C(C)C1=C(C(C(O1)C)=O)O 5-Ethyl-2-methyl-4-hydroxy-3(2H)-furanon